N=1ON=C2C1C=CC(=C2)C2=CC1=C(N=C(S1)NC1=NC=CC(=C1)CN1CCCC1)C=C2 6-(benzo[c][1,2,5]oxadiazol-5-yl)-N-(4-(pyrrolidin-1-ylmethyl)pyridin-2-yl)benzo[d]thiazol-2-amine